(R)-4-(4-hydroxyphenyl)-2,2-dimethyloxazolidine-3-carboxylic acid tert-butyl ester C(C)(C)(C)OC(=O)N1C(OC[C@H]1C1=CC=C(C=C1)O)(C)C